CC1=C(C(=C(C#N)C=C1)C)C trimethyl-benzonitrile